di-tert-butyl-hydroxycinnamic acid oxide C(C)(C)(C)C1=C(C2(C(C(=O)O)(O)O2)C(C)(C)C)C=CC=C1